3-(((1r,4r)-4-(3-bromo-2-methylphenoxy)cyclohexyl)oxy)-2-methylpropan-1-ol BrC=1C(=C(OC2CCC(CC2)OCC(CO)C)C=CC1)C